(5-Chloro-3-(5-isopropylisoxazol-3-yl)-1-methyl-1H-pyrazol-4-yl)(9-(3,3-dimethylbutyl)-3,9-diazaspiro[5.5]undecan-3-yl)methanone ClC1=C(C(=NN1C)C1=NOC(=C1)C(C)C)C(=O)N1CCC2(CC1)CCN(CC2)CCC(C)(C)C